[K].[K].OC1=CC=C(C=C1)C(C)(C)C1=CC=C(C=C1)O bisphenol A dipotassium salt